C1(=CC=CC=C1)[C@H]1OC[C@H]2N1C(C=C2)=O (3R,7aS)-3-phenyl-1,7a-dihydro-3H,5H-pyrrolo[1,2-c]oxazol-5-one